FC(OC=1C=C(C=CC1)N1C(N(C=2C1=NC=C(C2)C(=O)N[C@@]2(CS(CC2)(=O)=O)C)C(C)C)=O)F 3-[3-(difluoromethoxy)phenyl]-1-isopropyl-N-[(3S)-3-methyl-1,1-dioxo-thiolan-3-yl]-2-oxo-imidazo[4,5-b]pyridine-6-carboxamide